N-[(1R)-1-(6-methylpyridazin-3-yl)ethyl]-3-[5-(propan-2-yl)-1,3-thiazol-2-yl]-5-[(3R)-tetrahydrofuran-3-yloxy]benzamide CC1=CC=C(N=N1)[C@@H](C)NC(C1=CC(=CC(=C1)O[C@H]1COCC1)C=1SC(=CN1)C(C)C)=O